tert-Butyl 2-(4-ethoxyphenyl)-5-(1-hydroxy-2-methylpropyl)thiazole-4-carboxylate C(C)OC1=CC=C(C=C1)C=1SC(=C(N1)C(=O)OC(C)(C)C)C(C(C)C)O